6-chloro-4-[(3S,4R)-4-(4-chloro-2-hydroxy-N-methyl-anilino)-3-methyl-1-piperidinyl]-1-methyl-2-oxo-1,5-naphthyridine-3-carbonitrile ClC=1N=C2C(=C(C(N(C2=CC1)C)=O)C#N)N1C[C@@H]([C@@H](CC1)N(C1=C(C=C(C=C1)Cl)O)C)C